{(1R,3S)-3-[3-(6-Bromo-2-methoxy-pyridin-3-yl)-ureido]-cyclopentyl}-carbamic acid tert-butyl ester C(C)(C)(C)OC(N[C@H]1C[C@H](CC1)NC(=O)NC=1C(=NC(=CC1)Br)OC)=O